hexyl pyruvate C(C(=O)C)(=O)OCCCCCC